FC(C=1C(=C(C=CC1)[C@@H](C)NC=1C2=C(N=C(N1)C)N=C(C(=C2)N2CC1(CN(C1)C(=O)OC(C)(C)C)C2)C(F)(F)F)F)F tert-butyl 6-[4-({(1R)-1-[3-(difluoromethyl)-2-fluorophenyl]ethyl}amino)-2-methyl-7-(trifluoromethyl)pyrido[2,3-d]pyrimidin-6-yl]-2,6-diazaspiro[3.3]heptane-2-carboxylate